C[Pt](C1(C(=C(C=C1)[Si](C)(C)CC=C)[Si](CC=C)(C)C)[Si](CC=C)(C)C)(C)C Trimethyl-[tris(allyldimethylsilyl)cyclopentadienyl]platinum (IV)